C(CCC)N(C1CC(NC(C1)(C)C)(C)C)C1=NC(=NC(=N1)N(CCCC)C1CC(NC(C1)(C)C)(C)C)NCCCCCC(CCCCCNC1=NC(=NC(=N1)N(CCCC)C1CC(NC(C1)(C)C)(C)C)N(CCCC)C1CC(NC(C1)(C)C)(C)C)NC1=NC(=NC(=N1)N(CCCC)C1CC(NC(C1)(C)C)(C)C)N(CCCC)C1CC(NC(C1)(C)C)(C)C 1,6,11-tris[2,4-bis(N-butyl-N-(2,2,6,6-tetramethyl-4-piperidyl)amino)-s-triazine-6-ylamino]undecane